C(C)(C)(C)OC(=O)N1CC=2N=C(N=C(C2C1)N1[C@@H](CCCCC1)C)Cl |r| Racemic-2-chloro-4-(2-methylazepan-1-yl)-5,7-dihydro-6H-pyrrolo[3,4-d]Pyrimidine-6-carboxylic acid tert-butyl ester